4-(cyano((trimethylsilyl)oxy)methyl)-N-methylbenzenesulfonamide C(#N)C(C1=CC=C(C=C1)S(=O)(=O)NC)O[Si](C)(C)C